C(C)OC(=O)C1=C(N(C(=CC1=O)CN)CC)C1=CC(=C(C=C1)Cl)Cl.ClC=1C=C(C=CC1Cl)C=1N(C(=CC(C1C(=O)OCC)=O)CNC(=O)OC)CC ethyl 2-(3,4-dichlorophenyl)-1-ethyl-6-[(methoxycarbonylamino)methyl]-4-oxo-pyridine-3-carboxylate Ethyl-6-(aminomethyl)-2-(3,4-dichlorophenyl)-1-ethyl-4-oxo-pyridine-3-carboxylate